ClC1=CC=C(C=C1)C1(CNCC1)NS(=O)(=O)C=1C=NC(=CC1)OC(F)(F)F N-(3-(4-chlorophenyl)pyrrolidin-3-yl)-6-(trifluoromethoxy)pyridine-3-sulfonamide